COC1=C(C=CC=C1C1=NN(C=N1)C)NC1=C(C=NC(=C1)NC1=NC=C(C=C1)OCCN1CCCC1)C(CC)=O 1-(4-((2-methoxy-3-(1-methyl-1H-1,2,4-triazol-3-yl)phenyl)amino)-6-((5-(2-(pyrrolidin-1-yl)ethoxy)pyridin-2-yl)amino)pyridin-3-yl)propan-1-one